C(C=C)(=O)O.C(C=C)(=O)O.OC(CCC)(O)O 1-Trihydroxymethyl-propane diacrylate